((((2R,3S,4R,5R)-5-(6-chloro-4-(pentan-3-ylamino)-1H-pyrazolo[3,4-d]pyrimidin-1-yl)-3,4-dihydroxytetrahydrofuran-2-yl)methoxy)methyl)phosphonic acid ClC1=NC(=C2C(=N1)N(N=C2)[C@H]2[C@@H]([C@@H]([C@H](O2)COCP(O)(O)=O)O)O)NC(CC)CC